(2,3-Dioleyloxypropyl)trimethylammonium chloride [Cl-].C(CCCCCCC\C=C/CCCCCCCC)OC(C[N+](C)(C)C)COCCCCCCCC\C=C/CCCCCCCC